N[C@H](C(=O)N1[C@@H](CC2(CC(C2)(F)F)CC1)C(=O)O)C(C)(C)C (S)-7-((S)-2-amino-3,3-dimethylbutanoyl)-2,2-difluoro-7-azaspiro[3.5]nonane-6-carboxylic acid